2-[4-[(E)-3-(3-Fluorophenyl)prop-2-enoyl]phenoxy]acetic acid FC=1C=C(C=CC1)/C=C/C(=O)C1=CC=C(OCC(=O)O)C=C1